NC1=C(N=CC2=C(C=CC=C12)B1OC(C(O1)(C)C)(C)C)C(=O)NCCC 4-amino-N-propyl-8-(tetramethyl-1,3,2-dioxaborolan-2-yl)isoquinoline-3-carboxamide